ethyl 5-(5-hydroxy-2-(trifluoromethoxy)phenyl)nicotinate OC=1C=CC(=C(C1)C=1C=NC=C(C(=O)OCC)C1)OC(F)(F)F